(cyclopropylmethyl)carbamate C1(CC1)CNC([O-])=O